perfluorononyl phenoxybenzenesulfonate O(C1=CC=CC=C1)C1=C(C=CC=C1)S(=O)(=O)OC(C(C(C(C(C(C(C(C(F)(F)F)(F)F)(F)F)(F)F)(F)F)(F)F)(F)F)(F)F)(F)F